C(CC)C(N)C(=O)O alpha-propyl-glycine